C(CCC)N1C(=NC2=C1C=CC=C2)CC(C)(C)NCCC=2OC=C(N2)C(=O)NCC2=NC=CC=C2F 2-(2-((1-(1-Butyl-1H-benzo[d]imidazol-2-yl)-2-methylpropan-2-yl)amino)ethyl)-N-((3-fluoropyridin-2-yl)methyl)oxazole-4-carboxamide